C(CCC)[Sn](C=1SC=CC1OC)(CCCC)CCCC tributyl-(3-methoxythiophen-2-yl)stannane